NC1=NC=2CCC(C(C2C=N1)=O)=CC1=C(C=CC=C1)C=1N=CN(C1)C(C1=CC=CC=C1)(C1=CC=CC=C1)C1=CC=CC=C1 2-amino-6-(2-(1-trityl-1H-imidazol-4-yl)benzylidene)-7,8-dihydroquinazolin-5(6H)-one